8-((2s,5r)-4-(1-(4-cyanophenyl)ethyl)-5-ethyl-2-methylpiperazin-1-yl)-5-methyl-6-oxo-5,6-dihydro-1,5-naphthyridine-2-carbonitrile C(#N)C1=CC=C(C=C1)C(C)N1C[C@@H](N(C[C@H]1CC)C1=CC(N(C=2C=CC(=NC12)C#N)C)=O)C